p-phenylenebis(1-pentene) C1(=CC=C(C=C1)CCCC=C)CCCC=C